C(C1=CC=CC=C1)O[C@@H]1[C@H](N(C[C@@H]([C@H]1OCC1=CC=CC=C1)OCC1=CC=CC=C1)CC1CCC(CC1)C1CC1)C (2R,3R,4R,5S)-3,4,5-tris(benzyloxy)-1-(((1R,4R)-4-cyclopropylcyclohexyl)methyl)-2-methylpiperidine